(4S)-1-(2-cyclopropyl-2,2-difluoroethyl)-5,5-difluoro-3-(trifluoromethyl)-4,5,6,7-tetrahydro-1H-indazol-4-ol C1(CC1)C(CN1N=C(C=2[C@@H](C(CCC12)(F)F)O)C(F)(F)F)(F)F